C(C)OC(=O)C=1C=C(C=C2CCN(CC12)C(=O)OC(C)(C)C)O 6-hydroxy-3,4-dihydro-1H-isoquinoline-2,8-dicarboxylic acid 2-O-tert-butyl 8-O-ethyl ester